N-((5-(tert-butyl)-8-hydroxyquinolin-7-yl)(3-(4-((2-(2,6-dioxopiperidin-3-yl)-1-oxoisoindolin-4-yl)ethynyl)piperidine-1-carbonyl)-phenyl)methyl)-butyramide C(C)(C)(C)C1=C2C=CC=NC2=C(C(=C1)C(NC(CCC)=O)C1=CC(=CC=C1)C(=O)N1CCC(CC1)C#CC1=C2CN(C(C2=CC=C1)=O)C1C(NC(CC1)=O)=O)O